(4R)-4-{[(4S,7S,9aS)-4-[(2S)-2-{[(tert-Butoxy)carbonyl](methyl)amino}propanamido]-8,8-dimethyl-5-oxo-octahydropyrrolo[2,1-b][1,3]thiazepin-7-yl]formamido}-4-phenylbutanoic Acid C(C)(C)(C)OC(=O)N([C@H](C(=O)N[C@@H]1C(N2[C@@H](SCC1)CC([C@H]2C(=O)N[C@H](CCC(=O)O)C2=CC=CC=C2)(C)C)=O)C)C